1-((6-aminopyridin-2-yl)imino)tetrahydro-1H-1λ6-thiophene 1-oxide NC1=CC=CC(=N1)N=S1(CCCC1)=O